pyrimidin-4(3H)-one dihydrochloride Cl.Cl.N1=CNC(C=C1)=O